N-((2-(6-(2-(2-hydroxyethoxy)ethoxy)pyridin-2-yl)-1,6-naphthyridin-7-yl)methyl)-4-methyl-3-(methylsulfonyl)benzamide OCCOCCOC1=CC=CC(=N1)C1=NC2=CC(=NC=C2C=C1)CNC(C1=CC(=C(C=C1)C)S(=O)(=O)C)=O